(S)-N-(2,6-dioxopiperidin-3-yl)-3,4-dihydroquinoline O=C1NC(CC[C@@H]1N1CCCC2=CC=CC=C12)=O